FC1=CC=C2C(=CC=NC2=C1)C1=C(N=CN1C)C1=C(C=C(CNCCCCCCN)C=C1C)C N1-(4-(5-(7-fluoroquinolin-4-yl)-1-methyl-1H-imidazol-4-yl)-3,5-dimethylbenzyl)hexane-1,6-diamine